C(C)(C)N1C(N(C=2C1=C1C(=NC2)N(C=C1C12CCN(CC2C1)C(=O)OC(C)(C)C)S(=O)(=O)C1=CC=CC=C1)C)=O tert-Butyl 6-(1-isopropyl-3-methyl-2-oxo-6-(phenylsulfonyl)-1,2,3,6-tetrahydroimidazo[4,5-d]pyrrolo[2,3-b]pyridin-8-yl)-3-azabicyclo[4.1.0]heptane-3-carboxylate